4-fluoro-3-isopropyl-1H-pyrrolo[2,3-c]Pyridine-1-carboxylic acid tert-butyl ester C(C)(C)(C)OC(=O)N1C=C(C=2C1=CN=CC2F)C(C)C